C(C)(C)(C)C1=CC=C(C=C1)NC(=O)C1CCCCC1 N-(4-tert-butylphenyl)cyclohexane-1-carboxamide